Diethylhexyl-phosphoric acid C(C)C(CCCCC)(OP(O)(O)=O)CC